5-(2-chloro-5-(isobutyrylaminomethyl)benzoylamino)-1-(3-methoxypropyl)-N-(3-(trifluoromethyl)phenyl)-1H-indole-2-carboxamide ClC1=C(C(=O)NC=2C=C3C=C(N(C3=CC2)CCCOC)C(=O)NC2=CC(=CC=C2)C(F)(F)F)C=C(C=C1)CNC(C(C)C)=O